FC(C=1C=C(C=C(C1)C(F)(F)F)N1N=CN=N1)(F)F 3,5-bis(trifluoromethyl)phenyl-2H-tetrazole